3-hydroxy-2,2-dimethylpyrrolidine OC1C(NCC1)(C)C